C(C)(=O)OC[C@H](COC1=C(C=C(C=C1)S(=O)(=O)C1=CC(=C(C=C1)OC[C@H](CCl)OC(C)=O)Cl)Cl)OC(C)=O (S)-3-(4-((4-((R)-2-acetoxy-3-chloropropoxy)-3-chlorophenyl)sulfonyl)-2-chlorophenoxy)propane-1,2-diyl diacetate